2,2-difluorononanal FC(C=O)(CCCCCCC)F